BrC1=NC(=CC=C1N1CN(C2=C(C1=O)C=C(N=C2)C(F)(F)F)C2=CC=C(C(=C2CCCNC(OC(C)(C)C)=O)F)F)OC tert-butyl (3-(6-(3-(2-bromo-6-methoxypyridin-3-yl)-4-oxo-6-(trifluoromethyl)-3,4-dihydropyrido[3,4-d]pyrimidin-1(2H)-yl)-2,3-difluorophenyl) propyl)-carbamate